((2,4-dioxo-1,3-diazaspiro[4.4]nonane-6-yl)methyl)-[1,1'-biphenyl]-4-sulfonamide O=C1NC2(C(N1)=O)C(CCC2)CC2=C(C=CC(=C2)S(=O)(=O)N)C2=CC=CC=C2